C(C1CO1)OC1=CC=CC=2C(C3=CC=CC=C3SC12)=O 4-(glycidoxy)thioxanthone